FC(C(F)(F)F)(C=1C=C2C(=CN1)[C@@H]1N(CCC[C@@H]1O2)C(=O)OC(C)(C)C)F tert-butyl (4aS,9bS)-7-(perfluoroethyl)-3,4,4a,9b-tetrahydrofuro[3,2-b:4,5-c']dipyridine-1(2H)-carboxylate